2-methyl-6-oxo-1,6-dihydropyridine-3-carboxamide CC=1NC(C=CC1C(=O)N)=O